BrC1=C(C=CC=C1O)C1=CC=CC=C1 bromo-[1,1'-biphenyl]-3-ol